(1S,3S,5S)-2-(2-(3-acetyl-7-(S-methylsulfonimidoyl)-1H-indazol-1-yl)acetyl)-N-(6-bromo-3-methylpyridin-2-yl)-5-methyl-2-azabicyclo[3.1.0]hexane-3-carboxamide C(C)(=O)C1=NN(C2=C(C=CC=C12)S(=O)(=N)C)CC(=O)N1[C@H]2C[C@]2(C[C@H]1C(=O)NC1=NC(=CC=C1C)Br)C